7-[(1S,2S)-2-(4,4,5,5-tetramethyl-1,3,2-dioxaborolan-2-yl)cyclopropyl]quinoline CC1(OB(OC1(C)C)[C@@H]1[C@H](C1)C1=CC=C2C=CC=NC2=C1)C